(S)-N-(2-(2-((1-(2-hydroxyethyl)-1H-pyrazol-4-yl)amino)pyrimidin-4-yl)-6,7,8,9-tetrahydro-5H-benzo[7]annulen-5-yl)-3-isopropoxyazetidine-1-carboxamide OCCN1N=CC(=C1)NC1=NC=CC(=N1)C=1C=CC2=C(CCCC[C@@H]2NC(=O)N2CC(C2)OC(C)C)C1